(2S,4R)-4-[3-bromo-4-cyano-5-(methylamino)pyrazol-1-yl]-2-(methoxymethyl)pyrrolidine-1-carboxylic acid tert-butyl ester C(C)(C)(C)OC(=O)N1[C@@H](C[C@H](C1)N1N=C(C(=C1NC)C#N)Br)COC